ClC=1C=CC(=C2C=NN(C(C12)=O)C)CC1CC2(CN(C2)CCCC=2C=NNC(C2)=O)C1 8-chloro-2-methyl-5-((2-(3-(6-oxo-1,6-dihydropyridazin-4-yl)propyl)-2-azaspiro[3.3]heptan-6-yl)methyl)phthalazin-1(2H)-one